3,3-bis(4-hydroxyphenyl)-7-methoxy-11-phenyl-13-methoxycarbonyl-13-methyl-3h,13h-indeno[2',3':3,4]naphtho[1,2-b]pyran OC1=CC=C(C=C1)C1(C=CC2=C(O1)C=1C=CC(=CC1C1=C2C(C2=CC(=CC=C21)C2=CC=CC=C2)(C)C(=O)OC)OC)C2=CC=C(C=C2)O